Potassium L-tartrate C(=O)([O-])[C@H](O)[C@@H](O)C(=O)[O-].[K+].[K+]